D-alaninate dihydrochloride Cl.Cl.N[C@H](C)C(=O)O